FC1=C(C=CC(=C1)C(=O)N1CCN(CC1)C1=NC(=C(C=C1C)C)C)C1(C(NC(N1)=O)=O)CCC 5-{2-fluoro-4-[4-(3,5,6-trimethylpyridin-2-yl)piperazine-1-carbonyl]phenyl}-5-propylimidazolidine-2,4-dione